NC=1C(NC2=CC=C(C=C2C1C1=CC=NC=C1)Cl)=O 3-Amino-6-chloro-4-pyridin-4-yl-1H-quinolin-2-one